BrC=1C=C(N(N1)CC(F)F)C(=O)NC1=C(C=C(C=C1C)Br)C(N)=O 5-bromo-N-(4-bromo-2-carbamoyl-6-methyl-phenyl)-2-(2,2-difluoroethyl)pyrazole-3-carboxamide